FC1=C(N)C(=CC(=C1)F)F (2,4,6-trifluoroaniline)